NC1=CN=NC(=C1)Cl 4-amino-6-chloropyridazine